2-(4-amino-1-tert-butyl-pyrazolo[3,4-d]pyrimidin-3-yl)-3-chloro-N-methoxy-1H-indole-6-carboxamide NC1=C2C(=NC=N1)N(N=C2C=2NC1=CC(=CC=C1C2Cl)C(=O)NOC)C(C)(C)C